C=C\C=C/CCCC(C)O cis-8-nonadienol